BrC1=C(C(=CC=2SC(=CC21)NC(OC(C)(C)C)=O)C)F Tert-butyl (4-bromo-5-fluoro-6-methylbenzo[b]thiophen-2-yl)carbamate